Naphthalene-1,5-dinitrile C1(=CC=CC=2C(=CC=CC12)C#N)C#N